IC=1C(=NNC1C(=O)OCC)[C@H]1[C@@H](C1)C Ethyl 4-iodo-3-((trans)-2-methylcyclopropyl)-1H-pyrazole-5-carboxylate